[K+].OC(C(=O)[O-])C(CO)O 2,3,4-trihydroxybutyrate potassium